BrC=1C=CC=2N(C1)C1=C(N2)C=CC=C1C=O 2-bromobenzo[4,5]imidazo[1,2-a]pyridine-9-formaldehyde